1,3,5-tris[N,N-bis(2-methylphenyl)-amino]-benzene CC1=C(C=CC=C1)N(C1=C(C=CC=C1)C)C1=CC(=CC(=C1)N(C1=C(C=CC=C1)C)C1=C(C=CC=C1)C)N(C1=C(C=CC=C1)C)C1=C(C=CC=C1)C